O1CCN(CC1)C1CCN(CC1)C(=O)C1=CC=C(C=2OCCOC21)NC=2N=C(C1=C(N2)NC=C1C(F)(F)F)NCCC (4-morpholino-piperidin-1-yl)(8-((4-(propylamino)-5-(trifluoromethyl)-7H-pyrrolo[2,3-d]pyrimidin-2-yl)amino)-2,3-dihydrobenzo[b][1,4]dioxin-5-yl)methanone